(1S,3aR,6aS)-2-((S)-2-(2-((3S,5S,7S)-adamantan-1-yl)acetamido)-3,3-dimethylbutanoyl)octahydrocyclopenta[c]pyrrole-1-carboxylic acid C12(CC3CC(CC(C1)C3)C2)CC(=O)N[C@H](C(=O)N2[C@@H]([C@@H]3[C@H](C2)CCC3)C(=O)O)C(C)(C)C